C(C1=CC=CC=C1)N(CCOC1CCC(CC1)OCCOC=C)CC1=CC=CC=C1 N,N-Dibenzyl-2-(((1r,4r)-4-(2-(vinyloxy)ethoxy)cyclohexyl)oxy)ethan-1-amine